Gallium trisulfide [S-2].[S-2].[S-2].[Ga+3].[Ga+3]